FC=1C=C(C=O)C=C(C1I)F 3,5-difluoro-4-iodobenzaldehyde